C1(CCCCC1)OC=1C=C(CN2CCN(CC2)CC2=CC(=C(OC(C(=O)OCC)(C)C)C(=C2)C)C)C=CC1C(F)(F)F Ethyl 2-(4-((4-(3-cyclohexyloxy-4-(trifluoromethyl) benzyl) piperazin-1-yl) methyl)-2,6-dimethylphenoxy)-2-methylpropionate